4-amino-1-methyl-1H-pyrazole-5-methanol NC=1C=NN(C1CO)C